CN1CCC=2C(=CC=CC12)C=1C=2CCN(C2C=CC1)C(=O)C=1SC=2CN(CCC2N1)CC(=O)O 2-(2-(1'-methyl-[4,4'-biindoline]-1-carbonyl)-6,7-dihydrothiazolo[5,4-c]pyridin-5(4H)-yl)acetic acid